C1(=CC=CC=C1)N1C(C2=CC=CC=C2CC1)C#N 2-phenyl-1,2,3,4-tetrahydroisoquinoline-1-carbonitrile